N-[2-(3,4,5-trimethoxybenzylideneamino)phenyl]acetanilide COC=1C=C(C=NC2=C(C=CC=C2)N(C2=CC=CC=C2)C(C)=O)C=C(C1OC)OC